NC=1C2=C(N=CN1)N(C(=C2C2=CC(=C(C=C2)OC2=NC=CC(=N2)C)F)C2=CC=C(C=C2)NC(C(=C)C)=O)CCO N-(4-(4-amino-5-(3-fluoro-4-(4-methylpyrimidin-2-yloxy)phenyl)-7-(2-hydroxyethyl)-7H-pyrrolo[2,3-d]pyrimidin-6-yl)phenyl)methacrylamide